2-methyl-6-(trifluoromethyl)quinazolin CC1=NC2=CC=C(C=C2C=N1)C(F)(F)F